ClC(OC1=CC=C(C=C1)NC(C1=CN=C(C(=C1)C1=CC=NN1)N1CCN(CC1)C1CCN(CC1)CC=1C=C2CN(C(C2=C(C1)F)=O)C1C(NC(CC1)=O)=O)=O)(F)F N-(4-(Chlorodifluoromethoxy)phenyl)-6-(4-(1-((2-(2,6-dioxopiperidin-3-yl)-7-Fluoro-1-oxoisoindoline-5-yl)methyl)piperidin-4-yl)piperazin-1-yl)-5-(1H-pyrazol-5-yl)nicotinamide